(±)-Tert-butyl 2-[4-(dimethylamino)butan-2-yl]hydrazine-1-carboxylate CN(CC[C@@H](C)NNC(=O)OC(C)(C)C)C |r|